(7-hydroxy-9,9-dimethyl-9H-fluoren-2-yl)boronic acid OC1=CC=C2C=3C=CC(=CC3C(C2=C1)(C)C)B(O)O